1-methyl-N-[5-(2,4,6-trifluoro-3-hydroxyphenyl)-1H-indazol-3-yl]piperidine-4-carboxamide CN1CCC(CC1)C(=O)NC1=NNC2=CC=C(C=C12)C1=C(C(=C(C=C1F)F)O)F